FC1(CN(CC1)CC1(NC(NC1=O)=O)CC(C(=O)O)C)F 3-[4-[(3,3-difluoropyrrolidin-1-yl)methyl]-2,5-dioxo-imidazolidin-4-yl]-2-methyl-propanoic acid